benzimidazolium chloride salt [Cl-].[NH+]1=CNC2=C1C=CC=C2